8-oxo-3-azabicyclo[3.2.1]octane hydrochloride Cl.O=C1C2CNCC1CC2